2-(carboxymethylamino)benzoic acid C(=O)(O)CNC1=C(C(=O)O)C=CC=C1